C(C)(C)N1C(=NN2C(C1=O)=NC=C2)N(CCC2OCCC2)C 3-Isopropyl-2-(methyl(2-(tetrahydrofuran-2-yl)ethyl)amino)imidazo[2,1-f][1,2,4]triazin-4(3H)-one